C=C1C[C@@]2(CCC=3C(=NC(=NC3C2=O)OC[C@H]2N(CCC2)C)N2C[C@@H](NCC2)CC#N)CC2=CC=CC=C12 2-((S)-4-((S)-4-methylene-2'-(((S)-1-methylpyrrolidin-2-yl)methoxy)-8'-oxo-3,4,5',8'-tetrahydro-1H,6'H-spiro[naphthalene-2,7'-quinazolin]-4'-yl)piperazin-2-yl)acetonitrile